The molecule is a substituted L-phenylalanyl-L-phenylalaninamide dipeptide. It is a potent inhibitor of protein tyrosine phosphatase. It has a role as an EC 3.1.3.48 (protein-tyrosine-phosphatase) inhibitor. It is an amino acid amide and a dipeptide. CC(=O)N[C@@H](CC1=CC=CC=C1)C(=O)N[C@@H](CC2=CC=C(C=C2)C(F)(F)P(=O)(O)O)C(=O)N